4-[(6,7-dichloro-2,2-dioxo-4,9-dihydro-1H-pyrrolo[3,2-h][2,1,3]benzothiadiazin-3-yl)methyl]-1-methyl-pyridin-2-one ClC=1C2=C(C3=C(CN(S(N3)(=O)=O)CC3=CC(N(C=C3)C)=O)C1)NC=C2Cl